C(C)(C)(C)OC(NC1=NN(N=C1C(N)=O)C)=O (5-Carbamoyl-2-methyl-2H-[1,2,3]triazol-4-yl)-carbamic acid tert-butyl ester